C(=O)(O)CN(CCN1CCN(CCN(CC1)CC(=O)O)CC(=O)O)CC(=O)O 4-[2-(bis-carboxymethylamino)-ethyl]-7-carboxymethyl-[1,4,7]triazonan-1-yl-(acetic acid)